C1=C(C=CC2=CC=CC=C12)N1C=CC2=CC=CC=C12 1-(2-naphthyl)-1H-indole